C1(=CC=CC=C1)[Ti] phenyl-titanium